OC1=CC=C(C=C1)C1(C2=CC=CC(=C2C=2C(=CC=CC12)C1=CC=CC2=CC=CC=C12)C1=CC=CC2=CC=CC=C12)C1=CC=C(C=C1)O 9,9-bis(4-hydroxyphenyl)-4,5-di(1-naphthyl)fluorene